(6-((2-methoxyphenyl) amino)-2-(4-phenylpiperazine-1-carbonyl) pyrimidin-4-yl) carbamate C(N)(OC1=NC(=NC(=C1)NC1=C(C=CC=C1)OC)C(=O)N1CCN(CC1)C1=CC=CC=C1)=O